(3-((2-(3-amino-1,4-dimethyl-1H-pyrazol-5-yl)-5-fluoropyridin-4-yl)oxy)azetidin-1-yl)(5-(2,3,5-trifluorophenyl)-4,5-dihydro-1H-pyrazol-1-yl)methanone NC1=NN(C(=C1C)C1=NC=C(C(=C1)OC1CN(C1)C(=O)N1N=CCC1C1=C(C(=CC(=C1)F)F)F)F)C